1-(3-isopropylcyclobutyl)-3-(isoquinolin-4-yl)-2-oxoimidazoline-4-carbonitrile C(C)(C)C1CC(C1)N1C(N(C(C1)C#N)C1=CN=CC2=CC=CC=C12)=O